propane-boronic acid C(CC)B(O)O